ClC1=CC=C(C(=N1)C(=O)NS(=O)(=O)C)N[C@H](C)C=1C=C(C=C2C(N(C(=NC12)N1CCC(CC1)N1N=C(C2=CC=CC=C12)C#N)C)=O)C (R)-6-chloro-3-((1-(2-(4-(3-cyano-1H-indazol-1-yl)piperidin-1-yl)-3,6-dimethyl-4-oxo-3,4-dihydroquinazolin-8-yl)ethyl)amino)-N-(methylsulfonyl)picolinamide